C1(CC1)C1=NC=NC(=C1C1=NC=C(C(=N1)NC12CCC(CC1)(CC2)C=2N(C=C(N2)C(F)(F)F)C(C)C)CO)OC [2-(4-cyclopropyl-6-methoxy-pyrimidin-5-yl)-4-[[4-[1-isopropyl-4-(trifluoromethyl)imidazol-2-yl]-1-bicyclo[2.2.2]octanyl]amino]pyrimidin-5-yl]methanol